CC=1N(C2=C(N1)C=C(C(=C2)N)C2=CC(=NC=C2)C)C 2,3-dimethyl-6-(2-methyl-4-pyridinyl)benzimidazol-5-amine